C(C1CO1)C(C(=O)OC)CC1CO1 methyl diglycidylacetate